ethyl rac-2-diazo-5-hydroxy-4,5-dimethyl-3-oxo-hexanoate [N+](=[N-])=C(C(=O)OCC)C([C@@H](C(C)(C)O)C)=O |r|